{3-[3-amino-4-(7H-pyrrolo[2,3-d]pyrimidin-4-yl)-1H-pyrazol-1-yl]-1-(isopropylsulfonyl)azetidin-3-yl}acetonitrile oxalate C(C(=O)O)(=O)O.NC1=NN(C=C1C=1C2=C(N=CN1)NC=C2)C2(CN(C2)S(=O)(=O)C(C)C)CC#N